FC1=C(C=CC=C1)C1=NN2C(OCC(C2)C(C)C)=C1C(=O)O 2-(2-Fluorophenyl)-6-propan-2-yl-6,7-dihydro-5H-pyrazolo[5,1-b][1,3]oxazine-3-carboxylic acid